6,7-difluoro-1H-quinazoline-2,4-dione FC=1C=C2C(NC(NC2=CC1F)=O)=O